Tert-butyl (3-(((3-((2-chloro-5-((methyl-d3)carbamoyl)pyrimidin-4-yl)amino)-4-methoxy-5-(1-methyl-1H-1,2,4-triazol-3-yl)benzyl)oxy)methyl)-5-fluorophenyl)carbamate ClC1=NC=C(C(=N1)NC=1C=C(COCC=2C=C(C=C(C2)F)NC(OC(C)(C)C)=O)C=C(C1OC)C1=NN(C=N1)C)C(NC([2H])([2H])[2H])=O